[N+](=O)([O-])C=1C=NC(=NC1)OCCC(F)(F)F 5-Nitro-2-(3,3,3-trifluoropropoxy)pyrimidine